C(CCC)[C@@]1(CS(C2=C([C@H](N1)C1=CC=CC=C1)C=C(C(=C2)O)OC)(=O)=O)CC (3R,5R)-3-Butyl-3-ethyl-2,3,4,5-tetrahydro-7-methoxy-5-phenyl-1,4-benzothiazepin-8-ol 1,1-dioxide